N-(2-formyl-3-(1-(tetrahydro-2H-pyran-2-yl)-1H-pyrazol-4-yl)phenyl)acetamide C(=O)C1=C(C=CC=C1C=1C=NN(C1)C1OCCCC1)NC(C)=O